COC=1C=C(C=CC1OC)CCNC(=O)C=1C=CC(=C(C1)NC(=O)C1=CN=CN1C)C N-(5-{[2-(3,4-dimethoxyphenyl)ethyl]carbamoyl}-2-methylphenyl)-1-methyl-1H-imidazole-5-carboxamide